6-(4-hydroxy-3,5-di-tertiary butylanilino)-2,4-dioctylthio-1,3,5-triazine OC1=C(C=C(NC2=NC(=NC(=N2)SCCCCCCCC)SCCCCCCCC)C=C1C(C)(C)C)C(C)(C)C